(diphenyltriazinyl)(Phenyldibenzothiophenyl)pyridine C1(=CC=CC=C1)C1=C(C(=NN=N1)C=1C(=NC=CC1)C1=C(C=CC=2SC3=C(C21)C=CC=C3)C3=CC=CC=C3)C3=CC=CC=C3